(1-(Isoquinolin-5-yl)cyclopropyl)-2-methyl-5-((1-methylazetidin-2-yl)methoxy)benzamide C1=NC=CC2=C(C=CC=C12)C1(CC1)C=1C(=C(C(=O)N)C=C(C1)OCC1N(CC1)C)C